CS(=O)(=O)CCC=1NC(C2=C(N1)C(=NC(=C2)C2=CC=C(C=C2)C(F)(F)F)C=2C=NC=CC2)=O (2-(methylsulfonyl)ethyl)-8-(pyridin-3-yl)-6-(4-(trifluoromethyl)phenyl)pyrido[3,4-d]pyrimidin-4(3H)-one